FC(C1(CC1)CCC=O)F 3-(1-(difluoromethyl)cyclopropyl)propan-1-one